COCCN(C=1N=C(C=2N=C(N=C(C2N1)N1CCN(CC1)C=1SC=CN1)N(CCO)CCO)N1CCN(CC1)C=1SC=CN1)CCOC 2,2'-((6-(bis(2-methoxyethyl)amino)-4,8-bis(4-(thiazol-2-yl)piperazin-1-yl)pyrimido[5,4-d]pyrimidin-2-yl)azanediyl)diethanol